CC1(OB(OC1(C)C)C=1C=CC=NC1)C 5-(4,4,5,5-tetramethyl-1,3,2-dioxaborolan-2-yl)pyridine